COC=1C=NC2=C(C=CN=C2C1)CC=1C=NC(=CC1)OCC1=NC=C(C=C1)OC 3-methoxy-8-[[6-[(5-methoxy-2-pyridinyl)methoxy]-3-pyridinyl]methyl]-1,5-naphthyridine